C(C)N(CCOCC1=C(C2=CC=CC=C2C=C1)CC1=C(C=CC2=CC=CC=C12)O)CC 1-[(2-{[2-(diethylamino)ethoxy]methyl}naphthalen-1-yl)methyl]naphthalen-2-ol